Cl.C(C)N ethane-1-amine hydrochloride